CN(C(=O)N1CCN(CC1)C1=CC=C(C=C1)NCCC1=CC=CC=C1)C N,N-dimethyl-4-(4-(phenylethylamino)phenyl)piperazine-1-carboxamide